(5E)-2-amino-5-(furan-2-ylmethylidene)-1,3-thiazol-4-one NC=1S/C(/C(N1)=O)=C/C=1OC=CC1